2-methylthiopyrimidine compound with m-chloroperoxybenzoic acid ClC=1C=C(C(=O)OO)C=CC1.CSC1=NC=CC=N1